C(#N)CNC(C1=CC=C(C=C1)C1=NC(=NC=C1C)NC1=CC=C(C=C1)N1CCOCC1)=O N-(Cyanomethyl)-4-(5-methyl-2-((4-(morpholino)phenyl)amino)pyrimidin-4-yl)benzamide